C(C)OC(=O)C1=C(N=C(O1)C)C.C(C)C1=CC=C(C=C1)C1=NC(=CC(=C1)C(F)(F)F)C1=CC=C(C=C1)CC 2,6-bis(4-ethylphenyl)-4-(trifluoromethyl)pyridine ethyl-2,4-dimethyloxazol-5-carboxylate